BrC=1C(=CC=C2N=CC(=NC12)C=1C=NNC1)OC=1C=CC2=C(N(C(=N2)C)COCC[Si](C)(C)C)C1 8-Bromo-7-((2-methyl-1-((2-(trimethylsilyl)ethoxy)methyl)-1H-benzo[d]imidazol-6-yl)oxy)-2-(1H-pyrazol-4-yl)quinoxaline